O[C@@H]1CC(N(C1)CC(=O)OC)=O methyl (R)-2-(4-hydroxy-2-oxopyrrolidin-1-yl)acetate